α,α-dimethyl-4-[2-oxo-9-(3-quinolinyl)-2H-[1,3]Oxazino[5,4-c]Quinolin-1(4H)-yl]-phenylacetonitrile CC(C#N)(C)C1=CC=C(C=C1)N1C(OCC=2C=NC=3C=CC(=CC3C21)C=2C=NC1=CC=CC=C1C2)=O